ethyl-[(6-bromo-1-methylindazol-3-yl) amino] propionate C(CC)(=O)ON(C1=NN(C2=CC(=CC=C12)Br)C)CC